ClC1=CC=C(CN2CCN(CC2)C(=O)C=2N(C3=CC(=CC=C3C2)OC2=NC=C(N=C2)C2=NC(=NO2)C2=CC=C(C=C2)C(F)(F)F)C)C=C1 (4-(4-chlorobenzyl)piperazin-1-yl)(1-methyl-6-((5-(3-(4-(trifluoromethyl)phenyl)-1,2,4-oxadiazol-5-yl)pyrazin-2-yl)oxy)-1H-indol-2-yl)methanone